C(CCCCCCC\C=C\CCCCCCCC)(=O)OC (E)-methyl octadec-9-enoate